C(C)OC(=O)C1CCN(CC1)C1=NC(=CN=C1Cl)CCC(C)(F)F (3-chloro-6-(3,3-difluorobutyl)pyrazin-2-yl)piperidine-4-carboxylic acid ethyl ester